2,6-dibromobenzonitrile BrC1=C(C#N)C(=CC=C1)Br